tert-butyl 4-[2-[6-[2-cyano-6-fluoro-3-(sec-butylsulfonylamino)phenoxy]-4-oxo-quinazolin-3-yl]ethyl]piperazine-1-carboxylate C(#N)C1=C(OC=2C=C3C(N(C=NC3=CC2)CCN2CCN(CC2)C(=O)OC(C)(C)C)=O)C(=CC=C1NS(=O)(=O)C(C)CC)F